The molecule is an aromatic ether that is bisphenol F where the hydrogens of both hydroxy groups have been replaced by a oxiran-2-ylmethyl group. It is an aromatic ether, an epoxide and a diarylmethane. It derives from a bisphenol F. C1C(O1)COC2=CC=C(C=C2)CC3=CC=C(C=C3)OCC4CO4